NC=1N=C(C2=C(N1)C=NN2CC2=NC(=CC=C2OC)CO)N[C@H](CCO)CCC (3S)-3-[(5-amino-1-{[6-(hydroxyl-methyl)-3-methoxypyridin-2-yl]methyl}-1H-pyrazolo[4,3-d]pyrimidin-7-yl)amino]hexan-1-ol